ClC=1C=C2C(=C3C1NC(NC31CCCCC1)=O)OC(=N2)CNC2COCCC2 5-chloro-2-{[(oxan-3-yl)amino]methyl}-7,8-dihydro-6H-spiro[[1,3]oxazolo[5,4-f]quinazoline-9,1'-cyclohexan]-7-one